(1,3-dimethylbutyl)-p-phenylenediamine CC(CC(C)C)NC1=CC=C(C=C1)N